(RS)-1-(6-Chloro-pyridin-3-yl)-3-(4-piperidin-3-yl-phenyl)-urea ClC1=CC=C(C=N1)NC(=O)NC1=CC=C(C=C1)[C@@H]1CNCCC1 |r|